4-(3-(3-(4-bromobenzyl)-2,5-dioxo-1-phenylimidazolin-4-yl)propanamido)-N-hydroxybenzamide BrC1=CC=C(CN2C(N(C(C2CCC(=O)NC2=CC=C(C(=O)NO)C=C2)=O)C2=CC=CC=C2)=O)C=C1